2-methyl-2-(methylamino)-1-propanol CC(CO)(C)NC